Bis(3,5-dimethylphenyl)phosphine chloride [Cl-].CC=1C=C(C=C(C1)C)PC1=CC(=CC(=C1)C)C